OP(=O)(O)O.[O-][Si]([O-])([O-])[O-].[Zn+2].[Sr+2] Strontium Zinc Phosphosilicate